4-(2-(methylthio)quinoxalin-6-yl)-N-(2,2,2-trifluoroethyl)aniline CSC1=NC2=CC=C(C=C2N=C1)C1=CC=C(NCC(F)(F)F)C=C1